tris(8-hydroxyquinolinate) aluminum (III) [Al+3].OC=1C=CC=C2C=CC(=NC12)C(=O)[O-].OC=1C=CC=C2C=CC(=NC12)C(=O)[O-].OC=1C=CC=C2C=CC(=NC12)C(=O)[O-]